N(=[N+]=[N-])S(=O)(=O)C1=CC=C(CC[Si](OC)(OC)OC)C=C1 4-(azidosulfonyl)phenethyltrimethoxysilane